tert-butyl 2-(4-(4-ethoxybenzyl)-2-(2-isopropylphenyl) piperazin-1-yl)-7-azaspiro[3.5]nonane-7-carboxylate C(C)OC1=CC=C(CN2CC(N(CC2)C2CC3(C2)CCN(CC3)C(=O)OC(C)(C)C)C3=C(C=CC=C3)C(C)C)C=C1